9,9-bis(4'-hydroxy-3'-methylphenyl)fluorene OC1=C(C=C(C=C1)C1(C2=CC=CC=C2C=2C=CC=CC12)C1=CC(=C(C=C1)O)C)C